FC1=CC2=C(N=C(S2)N[C@@H]2[C@H](CCC2)N(C(C2=C(C=CC=C2)N2N=CC=C2)=O)C)C=C1 N-[(1S,2S)-2-[(6-Fluoro-1,3-benzothiazol-2-yl)amino]cyclopentyl]-N-methyl-2-(1H-pyrazol-1-yl)benzamide